ClC=1C=C(C(=C2C=CN=CC12)OC([2H])([2H])[2H])F 8-chloro-6-fluoro-5-(methoxy-d3)isoquinoline